NC1=CC=C(C=C1)OC(=O)C1CCN(CC1)C1=CC=C(C=C1)N 4-(4-aminophenyloxycarbonyl)-1-(4-aminophenyl)piperidine